CCOC(=O)/C=C/N(C)C ethyl N,N-dimethylaminoacrylate